C(#N)C1=CC=C(C=C1)C=1N(C(=C(N1)C)C(=O)O)O (4-cyanophenyl)-1-hydroxy-4-methyl-1H-imidazole-5-carboxylic acid